N(=C=S)C1=CC=C(CC=2SC=CC2)C=C1 2-(4-isothiocyanatobenzyl)thiophene